C(C)(C)(C)OC(=O)N1[C@@H](CN([C@H](C1)CC)CC1=CC=CC=C1)CC (2R,5S)-4-benzyl-2,5-diethylpiperazine-1-carboxylic acid tert-butyl ester